[N+](=O)([O-])C1=C(C=CC(=C1)CN1CCCC1)SCCC(=O)OCC(CCCC)CC 2-ethylhexyl 3-[2-nitro-4-(pyrrolidin-1-ylmethyl)phenyl]sulfanylpropanoate